NC1=CC(=C(C(=C1)F)C=1N=C2N(C=CC(=C2)C)C1C[C@H]1CN(CCO1)C(=O)OC)F methyl (S)-2-((2-(4-amino-2,6-difluorophenyl)-7-methylimidazo[1,2-a]pyridin-3-yl)methyl)morpholine-4-carboxylate